2-methyl-3-((1R)-1-((5-methyl-1-(tetrahydrofuran-3-yl)-1H-pyrrolo[2,3-g]phthalazin-8-yl)amino)ethyl)benzonitrile CC1=C(C#N)C=CC=C1[C@@H](C)NC1=NN=C(C=2C=C3C(=CC12)N(C=C3)C3COCC3)C